ClC=1C=CC(=C2C(=NN(C12)COCC[Si](C)(C)C)CC)C#C 7-chloro-3-ethyl-4-ethynyl-1-{[2-(trimethylsilyl)ethoxy]methyl}indazole